tris(4-(4-acetylphenyl)phenylthio)sulfonium tris[(trifluoromethyl)sulfonyl]methide [C-](S(=O)(=O)C(F)(F)F)(S(=O)(=O)C(F)(F)F)S(=O)(=O)C(F)(F)F.C(C)(=O)C1=CC=C(C=C1)C1=CC=C(C=C1)S[S+](SC1=CC=C(C=C1)C1=CC=C(C=C1)C(C)=O)SC1=CC=C(C=C1)C1=CC=C(C=C1)C(C)=O